ClC=1C=C(OC=2SC3=NC=4N(C=C3N2)CCC4)C=CC1Cl 2-(3,4-dichlorophenoxy)-6,7-dihydropyrrolo[1,2-a]thiazolo[5,4-d]pyrimidine